ClC1=NC2=CC=CC=C2C(=N1)N (E)-2-chloroquinazolin-4-amine